ClC1=CC=C(C=C1)C=1C=2C(=C(SC2N2C(=NN=C2[C@@H](N1)CC(=O)NCCOCCOCCOC1CCNCC1)C)C)C 2-[(9S)-7-(4-chlorophenyl)-4,5,13-trimethyl-3-thia-1,8,11,12-tetrazatricyclo[8.3.0.02,6]trideca-2(6),4,7,10,12-pentaen-9-yl]-N-[2-[2-[2-(4-piperidyloxy)ethoxy]ethoxy]ethyl]acetamide